2-methyl-N-[(1E)-[2-methyl-3-(trifluoromethyl)phenyl]methylidene]propane-2-sulfinamide CC(C)(C)S(=O)/N=C/C1=C(C(=CC=C1)C(F)(F)F)C